FC1=C(C(=CC=C1)F)C1=C(C=CC=C1)C1CC(=NO1)N1C[C@H](CCC1)NS(=O)(=O)C N-{(3S)-1-[5-(2',6'-difluoro[1,1'-biphenyl]-2-yl)-4,5-dihydro-1,2-oxazol-3-yl]piperidin-3-yl}methanesulfonamide